Cl.C(C)(C)C1=C(C=CC2=CC=CC=C12)O isopropylnaphthalen-2-ol hydrochloride salt